3-((1-(tert-butoxycarbonyl)piperidin-4-yl)oxy)-5-cyclopropylthiophene C(C)(C)(C)OC(=O)N1CCC(CC1)OC1=CSC(=C1)C1CC1